[C@H]1(CC[C@H](CC1)N)N trans-1,4-cyclohexanediamine